BrCC=1C=C2C=C(C=CN2C(C1)=O)OC 2-(bromomethyl)-8-methoxy-4H-quinolizin-4-one